2-(3-chloro-2-pyridyl)-5-(difluoromethoxy)pyrazole-3-carboxylic acid ClC=1C(=NC=CC1)N1N=C(C=C1C(=O)O)OC(F)F